ClC=1C(=C2C(=NC1)N=C(N2)C(=O)N2[C@@H](C=1C=CC=NC1CC2)C)Cl (R)-(6,7-Dichloro-1H-imidazo[4,5-b]pyridin-2-yl)(5-methyl-7,8-dihydro-1,6-naphthyridin-6(5H)-yl)methanone